OC1=C2C(CC(OC2=CC(=C1)OCC(N1CCC(CC1)C1=NC(=NO1)C1=CC=CC=C1)=O)(C)C)=O 5-hydroxy-2,2-dimethyl-7-(2-oxo-2-(4-(3-phenyl-1,2,4-oxadiazol-5-yl)piperidin-1-yl)ethoxy)chroman-4-one